4-fluoro-1-[2-(1,3,4-oxadiazol-2-yl)acetyl]-N-{phenyl-[4-(propan-2-yl)phenyl]methyl}pyrrolidine-2-carboxamide FC1CC(N(C1)C(CC=1OC=NN1)=O)C(=O)NC(C1=CC=C(C=C1)C(C)C)C1=CC=CC=C1